OCC1CC1 1-(hydroxymethyl)cyclopropane